ClC=1C(=C(C=C(C1)C)CNC(OCC1C2=CC=CC=C2C=2C=CC=CC12)=O)SC1=C(C=CC=C1)C=O fluoren-9-ylmethyl N-[[3-chloro-2-(2-formylphenyl)sulfanyl-5-methyl-phenyl]methyl]carbamate